6'-(((1S,3S)-3-((5-(difluoromethoxy)pyrimidin-2-yl)amino)cyclopentyl)amino)-3-((R)-1-hydroxyethyl)-2H-[1,3'-bipyridyl]-2-one FC(OC=1C=NC(=NC1)N[C@@H]1C[C@H](CC1)NC1=CC=C(C=N1)N1C(C(=CC=C1)[C@@H](C)O)=O)F